ClC1=C(C=CC=C1)[C@H]([C@H](C)C=1N(C(C(=C(N1)C(=O)NC=1C=NOC1)O)=O)C)N1N=CC=C1C#N 2-((1s,2s)-1-(2-chlorophenyl)-1-(5-cyano-1H-pyrazol-1-yl)propan-2-yl)-5-hydroxy-N-(isoxazol-4-yl)-1-methyl-6-oxo-1,6-dihydropyrimidine-4-carboxamide